NCC1=CC(=C(C(=N1)Cl)C(=O)OC)C1=CC=NC=C1OC methyl 6-(aminomethyl)-2-chloro-5'-methoxy-[4,4'-bipyridine]-3-carboxylate